C1(CCCCC1)CC1NC(N(C1=O)C1CC2(CC(C2)OC2=NC=CC=C2C(=O)N)C1)=O 2-{[(αR)-6-[4-(cyclohexyl-methyl)-2,5-dioxoimidazolidin-1-yl]spiro-[3.3]heptan-2-yl]-oxy}pyridine-3-carboxamide